ClC1=CC2=C(N=CN(C2=O)CC2(CCN(CC2)C(=O)C2(CC2)C)O)N1C1=CC(=C(C=C1)[C@@H]1NCCOC1)C (S)-6-Chloro-3-((4-hydroxy-1-(1-methylcyclopropane-1-carbonyl)piperidin-4-yl)methyl)-7-(3-methyl-4-(morpholin-3-yl)phenyl)-3,7-dihydro-4H-pyrrolo[2,3-d]pyrimidin-4-one